5-(2-chloro-5-(isobutyramidomethyl)benzamido)-1-methyl-N-(o-tolyl)-1H-indole-2-carboxamide ClC1=C(C(=O)NC=2C=C3C=C(N(C3=CC2)C)C(=O)NC2=C(C=CC=C2)C)C=C(C=C1)CNC(C(C)C)=O